C1(CC1)C1=NC(=CC(=N1)N1CCN(CC1)C(=O)OC(C)(C)C)C(C1=CC=CC=C1)(F)F tert-butyl 4-[2-cyclopropyl-6-[difluoro(phenyl)methyl]pyrimidin-4-yl]piperazine-1-carboxylate